S1C(=CC=C1)C1=NN=NN1 5-(Thiophen-2-YL)-1H-Tetrazole